7-[2-(3-methyl-3-azabicyclo[3.1.0]hexane-1-yl)ethynyl]-N-[3-methyl-4-([1,2,4]triazolo[1,5-a]pyridin-7-yloxy)-phenyl]-6-nitro-quinazolin-4-amine CN1CC2(CC2C1)C#CC1=C(C=C2C(=NC=NC2=C1)NC1=CC(=C(C=C1)OC1=CC=2N(C=C1)N=CN2)C)[N+](=O)[O-]